O.[NH4+].N[C@@H](CS)C(=O)[O-] L-cysteine ammonium salt monohydrate